C(CCC)C(CN1N=CN=C1)(O)C1=C(C=C(C=C1)Cl)Cl α-butyl-α-(2,4-dichlorophenyl)-1H-1,2,4-triazole-1-ethanol